1-[[3-[2-[2-[(4S)-2,2-dimethyl-1,3-dioxolan-4-yl]ethylamino]ethoxy]-5,7-dimethyl-1-adamantyl]methyl]-5-methyl-pyrazol CC1(OC[C@@H](O1)CCNCCOC12CC3(CC(CC(C1)(C3)C)(C2)C)CN2N=CC=C2C)C